5-[2-fluoro-4-(3-oxo-5-phenyl-6,7-dihydro-5H-pyrrolo[2,1-c][1,2,4]triazol-2-yl)phenoxy]-4-methyl-thiazole-2-carboxylic acid methyl ester COC(=O)C=1SC(=C(N1)C)OC1=C(C=C(C=C1)N1N=C2N(C1=O)C(CC2)C2=CC=CC=C2)F